OC(CC=O)(C)C 3-hydroxy-3-methylbutanal